C(=O)O.C(C)C1(C(N[C@H](C1)CN1CCN(CC1)C1=NC=CC=C1)=O)CC (R)-3,3-diethyl-5-((4-(pyridin-2-yl)piperazin-1-yl)methyl)pyrrolidin-2-one formate